8-(3,3-difluoropyrrolidin-1-yl)-6-(2,4-dimethoxypyrimidin-5-yl)imidazo[1,2-b]pyridazine FC1(CN(CC1)C=1C=2N(N=C(C1)C=1C(=NC(=NC1)OC)OC)C=CN2)F